C(C)C=1C(NC=2C=C(C=NC2C1)CN1CCN(CC1)C=1C=CC(=NC1C)C(=O)NC)=O 5-[4-[(7-ethyl-6-oxo-5H-1,5-naphthyridin-3-yl)methyl]piperazin-1-yl]-N,6-dimethyl-pyridine-2-carboxamide